C(CCCCCC)C1C(C1)B(O)O 2-HEPTYLCYCLOPROPYLBORONIC ACID